N-(3-(6-(tert-butylsulfonyl)-7-methoxyimidazo[1,2-a]pyridin-3-yl)phenyl)-3-chloropropane-1-sulfonamide C(C)(C)(C)S(=O)(=O)C=1C(=CC=2N(C1)C(=CN2)C=2C=C(C=CC2)NS(=O)(=O)CCCCl)OC